5-bromo-2-chloro-7-((3aS,4R,6R,6aR)-6-(2-methoxypyridin-4-yl)-2,2-dimethyltetrahydro-4H-cyclopenta[d][1,3]dioxol-4-yl)-7H-pyrrolo[2,3-d]pyrimidin-4-amine BrC1=CN(C=2N=C(N=C(C21)N)Cl)[C@@H]2C[C@@H]([C@H]1OC(O[C@H]12)(C)C)C1=CC(=NC=C1)OC